Diamino-dicyclohexylmethane NC(C1CCCCC1)(C1CCCCC1)N